Cl.Cl.ClC1=CC=C(C=C1)NC(NC(NCCCCCCNC(=N)NC(=N)NC1=CC=C(C=C1)Cl)=N)=N hexamethylenebis[5-(4-chlorophenyl)biguanide] dihydrochloride